Manganese-titanium oxide [O-2].[Ti+4].[Mn+2].[O-2].[O-2]